C(CCC)[Si](OCCOC1=CC(=CC=C1)[N+](=O)[O-])(C)C butyldimethyl(2-(3-nitrophenoxy)ethoxy)silane